(R)-1-cyclobutyl-N-(3-fluoro-4-((3-((1-hydroxypropan-2-yl)amino)-1H-pyrazolo[3,4-b]pyridin-4-yl)oxy)phenyl)-3-(4-fluorophenyl)-2,4-dioxo-1,2,3,4-tetrahydropyrimidine-5-carboxamide C1(CCC1)N1C(N(C(C(=C1)C(=O)NC1=CC(=C(C=C1)OC1=C2C(=NC=C1)NN=C2N[C@@H](CO)C)F)=O)C2=CC=C(C=C2)F)=O